C(C)(C)C1=C(C=CC=C1)OP(=O)(OC1=C(C=CC=C1)C(C)C)OC1=C(C=CC=C1)C(C)C tris-(isopropylphenyl)phosphate